N1(CCC1)C=1C(=CC2=CN(N=C2C1)C1CCC(CC1)C=O)NC(=O)C1=NC(=CC=C1)C(F)(F)F N-[6-(azetidin-1-yl)-2-(4-formylcyclohexyl)indazol-5-yl]-6-(trifluoromethyl)pyridine-2-carboxamide